α-dodecylamino-pregn-5-en C(CCCCCCCCCCC)NCC[C@H]1CC[C@H]2[C@@H]3CC=C4CCCC[C@]4(C)[C@H]3CC[C@]12C